O=C1NC(CCC1N1C(N(C2=C1C=CC=C2CCCN2C[C@H](OCC2)CCN(C(OCC2=CC=CC=C2)=O)C)C)=O)=O Benzyl (2-((2R)-4-(3-(1-(2,6-dioxopiperidin-3-yl)-3-methyl-2-oxo-2,3-dihydro-1H-benzo[d]imidazol-4-yl)propyl)morpholin-2-yl)ethyl)(methyl)carbamate